2-methyl-6-[4-methyl-3-(methylamino)phenyl]-N-[(1R)-1,2,3,4-tetrahydronaphthalen-1-yl]pyrimidin-4-amine CC1=NC(=CC(=N1)N[C@@H]1CCCC2=CC=CC=C12)C1=CC(=C(C=C1)C)NC